CONC1=CC(=C(C(=C1)C(=O)NC)NC(=O)C1=CC(=NN1C1=NC=CC=C1Cl)Br)C N-[4-(methoxyamino)-2-methyl-6-[(methylamino)carbonyl]phenyl]-3-bromo-1-(3-chloro-2-pyridinyl)-1H-pyrazole-5-carboxamide